[Cu].C(CCCC)N(C(S)=S)CCCCC diamyl-dithiocarbamic acid copper